CC=1C=C(C=CC1OC)CCC1=C(C=C(O)C=C1)O 4-[2-(3-methyl-4-methoxyphenyl)ethyl]resorcinol